2-(4-chloro-3-fluorophenyl)-N-(1-(4-(2,6-dioxopiperidin-3-yl)-3,5-difluorophenyl)azetidin-3-yl)acetamide ClC1=C(C=C(C=C1)CC(=O)NC1CN(C1)C1=CC(=C(C(=C1)F)C1C(NC(CC1)=O)=O)F)F